C(C)(C)(C)OC(NCC=1N(C(C(=CC1C)C(NC1=CC(=C(C=C1)OC1=CC=NC2=CC(=C(C=C12)OC)OC)F)=O)=O)C1=CC=C(C=C1)F)=O ((5-((4-((6,7-dimethoxyquinolin-4-yl)oxy)-3-fluorophenyl)carbamoyl)-1-(4-fluorophenyl)-3-methyl-6-oxo-1,6-dihydropyridin-2-yl)methyl)carbamic acid tert-butyl ester